C(CCC)OC(=O)C1=CN(C(C(=C1)C(NC)=O)=O)[C@@H](C)C1=CC(=CC=C1)OC (S)-1-(1-(3-methoxyphenyl)ethyl)-5-(methylcarbamoyl)-6-oxo-1,6-dihydropyridine-3-carboxylic acid butyl ester